FC(C1=CC=C(CSC=2N(C=C(N2)C2=CC=CC=C2)C2=CC(=CC=C2)F)C=C1)F 2-((4-(difluoromethyl)benzyl)thio)-1-(3-fluorophenyl)-4-phenyl-1H-imidazole